NC1=NC=CC=C1C1=NC=2C(=NC(=CC2)C2=NN(N=C2C([2H])([2H])[2H])C)N1C1=CC=C(CN2CCC(CC2)NC2=NC(=NC=C2)C#N)C=C1 4-((1-(4-(2-(2-aminopyridin-3-yl)-5-(2-methyl-5-(methyl-d3)-2H-1,2,3-triazol-4-yl)-3H-imidazo[4,5-b]pyridin-3-yl)benzyl)piperidin-4-yl)amino)pyrimidine-2-carbonitrile